C1(C=CCO1)=O β-butenolide